C(C(C)C)=O Isobutyraldehyd